C12(CC3CC(CC(C1)C3)C2)NC2=CC=C(C=C2)[C@@H]2N([C@H](CC3=CC(=CC=C23)OC)C(=O)OC)C(CCl)=O methyl (1S,3R)-1-(4-(adamantan-1-ylamino)phenyl)-2-(2-chloroacetyl)-6-methoxy-1,2,3,4-tetrahydroisoquinoline-3-carboxylate